1-dodecanoyl-2-(6Z,9Z,12Z-octadecatrienoyl)-glycero-3-phospho-(1'-sn-glycerol) CCCCCCCCCCCC(=O)OC[C@H](COP(=O)(O)OC[C@H](CO)O)OC(=O)CCCC/C=C\C/C=C\C/C=C\CCCCC